O1COC2=C1C=CC(=C2)[C@H]2N1[C@H](CC3=C2N(C=2C=CC=CC32)C3=NC=C(C=C3)[N+](=O)[O-])C(N(CC1=O)C)=O (6R,12aR)-6-(benzo[d][1,3]dioxol-5-yl)-2-methyl-7-(5-nitropyridin-2-yl)-2,3,6,7,12,12a-hexahydropyrazino[1',2':1,6]pyrido[3,4-b]indole-1,4-dione